Tert-butyl-(1-((2-(((4-(3,5-dimethoxystyryl)-2-methoxyphenoxy) carbonyl) oxy) ethyl) amino)-3-methyl-1-oxobutan-2-yl) carbamate C(N)(OC(C(=O)NCCOC(=O)OC1=C(C=C(C=C1)C=CC1=CC(=CC(=C1)OC)OC)OC)C(CC(C)(C)C)C)=O